C(C)OP(NC([S-])=S)(NC(SCC1=CC=CC=C1)=S)OCC S-benzyl diethoxyphosphinidenedidithiocarbamate